NC1=C(C=C(C=C1)OC(F)F)O 2-amino-5-(difluoromethoxy)phenol